BrC=1C(=C(C=CC1)C1=NOC(=N1)COC(C)(C)C)C 3-(3-bromo-2-methylphenyl)-5-(tert-butoxymethyl)-1,2,4-oxadiazole